ClC=1C=C(C=C(C1)Cl)N1CC(CC1=O)C 1-(3,5-Dichlorophenyl)-3-methyl-5-oxopyrrolidin